5-(4-bromo-1-methyl-1H-pyrazol-5-yl)-3-chloro-1-ethyl-6-(2,4,6-trifluorophenyl)pyridin-2(1H)-one BrC=1C=NN(C1C=1C=C(C(N(C1C1=C(C=C(C=C1F)F)F)CC)=O)Cl)C